CC1(OB(OC1(C)C)C=1C2=CC=CC=C2C(=C2C=CC=CC12)C=1C=C(C=C(C1)C1=CC=CC=C1)C1=CC=CC=C1)C 4,4,5,5-tetramethyl-2-(10-{5-phenyl-[1,1'-biphenyl]-3-yl}anthracen-9-yl)-1,3,2-dioxaborolane